N1(CCC2(CC1)OCC=1N=CSC12)C1=CC(=NC(=N1)C(F)(F)F)N1[C@@H]([C@@H](C1)N1CCN(CC1)C(=O)OC(C)(C)C)C tert-Butyl 4-((2R,3R)-1-(6-(4H-spiro[furo[3,4-d]thiazole-6,4'-piperidin]-1'-yl)-2-(trifluoromethyl)pyrimidin-4-yl)-2-methylazetidin-3-yl)piperazine-1-carboxylate